2-chloro-9-(4-hydroxybicyclo[2.2.2]octan-1-yl)-7-methyl-7,9-dihydro-8H-purin-8-one ClC1=NC=C2N(C(N(C2=N1)C12CCC(CC1)(CC2)O)=O)C